N-(3-chloro-5-(methylsulfonyl)phenyl)-1-(3-(phenoxymethyl)pyridin-2-yl)-1H-pyrazole-4-carboxamide ClC=1C=C(C=C(C1)S(=O)(=O)C)NC(=O)C=1C=NN(C1)C1=NC=CC=C1COC1=CC=CC=C1